N-hydroxy-2-((N-isobutyl-4-(2-((4-methylbenzyl)amino)-2-oxoethoxy)phenyl)sulfonamido)acetamide ONC(CNS(=O)(=O)C1=CC=C(C=C1)OCC(=O)N(CC(C)C)CC1=CC=C(C=C1)C)=O